6-chloro-2,8-dimethylpyrimido[5,4-d]pyrimidin-4-amine ClC=1N=C(C=2N=C(N=C(C2N1)N)C)C